iminobis(ethanol) N(CCO)CCO